FC1=CC=C(C=C1)C1=CC2=C(N=CN=C2N[C@H](C)C=2N=NC(=CC2)C(F)(F)F)N=C1 6-(4-fluorophenyl)-N-[(1R)-1-[6-(trifluoromethyl)pyridazin-3-yl]ethyl]pyrido[2,3-d]pyrimidin-4-amine